OCCC1=C2C(C=3C(=CC=C(C3C(C2=CC=C1)=O)N)N)=O 5-beta-hydroxyethyl-1,4-diaminoanthraquinone